BrC1=C(C=NN(C1=O)C)N[C@@H]1C[C@@H](CN(C1)C)C1=CC=C(C(=O)N2CCC(CC2)C#CC2=CC=C(C=C2)C2C(NC(CC2)=O)=O)C=C1 3-(4-((1-(4-((3R,5R)-5-((5-bromo-1-methyl-6-oxo-1,6-dihydropyridazin-4-yl)amino)-1-methylpiperidin-3-yl)benzoyl)piperidin-4-yl)ethynyl)phenyl)piperidine-2,6-dione